ClC(CCO)CCl 3,4-dichlorobutanol